FC(C1=CC=C(OCCC[Sn](C)(C)C)C=C1)(F)F 3-(4-(trifluoromethyl)phenoxy)propyl-trimethyltin